1,1,2,2-Tetrachloroethan ClC(C(Cl)Cl)Cl